BrC1=CC2=C(N(C(=N2)CN2CCC(CC2)C2=CC=CC=3O[C@](OC32)(C)C3=NC=C(C=C3)Cl)C[C@H]3OCC3)C(=C1)F 5-bromo-2-((4-((S)-2-(5-chloropyridin-2-yl)-2-methylbenzo[d][1,3]dioxol-4-yl)piperidin-1-yl)methyl)-7-fluoro-1-(((S)-oxetan-2-yl)methyl)-1H-benzo[d]imidazole